FC1(CCC(CC1)[C@@H](C(=O)NC=1C(=NN(C1)C(COC)C=1N(N=NC1)CC(F)(F)F)F)NC(=O)C1=NON=C1C)F N-[(1S)-1-(4,4-difluorocyclohexyl)-2-[[3-fluoro-1-[2-methoxy-1-[3-(2,2,2-trifluoroethyl)triazol-4-yl]ethyl]pyrazol-4-yl]amino]-2-oxo-ethyl]-4-methyl-1,2,5-oxadiazole-3-carboxamide